N-[4-[(E)-3-[4-[2-Hydroxyethyl(methyl)amino]phenyl]prop-2-enoyl]phenyl]-2-phenoxypropanamide OCCN(C1=CC=C(C=C1)/C=C/C(=O)C1=CC=C(C=C1)NC(C(C)OC1=CC=CC=C1)=O)C